tert-butyl (S)-(4-((4-(cyclopropylethynyl)-4-(1,1-difluoroethyl)-6-fluoro-2-oxo-1,2,3,4-tetrahydroquinazolin-7-yl)methyl)-6-methyl-3-oxo-3,4-dihydropyrazin-2-yl)carbamate C1(CC1)C#C[C@@]1(NC(NC2=CC(=C(C=C12)F)CN1C(C(=NC(=C1)C)NC(OC(C)(C)C)=O)=O)=O)C(C)(F)F